O[C@@H](C(=O)[O-])[C@H](C(=O)[O-])O.[Na+].[Na+] disodium (2R,3R)-2,3-dihydroxybutanedioate